C(C)(C)(C)NC(CN1C2CN(CC1C2)CC2=NC1=C(N2)C=C(C=C1Cl)F)=O N-tert-butyl-2-[3-[(4-chloro-6-fluoro-1H-benzoimidazol-2-yl)methyl]-3,6-diazabicyclo[3.1.1]hept-6-yl]acetamide